3-bromobenzenesulfonamide BrC=1C=C(C=CC1)S(=O)(=O)N